C(C)C1=CC=C(C=N1)C1=NN2C(O[C@H](CC2)C)=C1C(=O)N[C@@H]1C(NC2=C(C(=N1)C1=CC=CC=C1)C=CC=C2)=O (5S)-2-(6-ethylpyridin-3-yl)-5-methyl-N-[(3S)-2-oxo-5-phenyl-1,3-dihydro-1,4-benzodiazepine-3-yl]-6,7-dihydro-5H-pyrazolo[5,1-b][1,3]Oxazine-3-carboxamide